The molecule is an omega-hydroxy fatty acid ascaroside obtained by formal condensation of the alcoholic hydroxy group of 11-hydroxyundecanoic acid with ascarylopyranose (the alpha anomer). It is a metabolite of the nematode Caenorhabditis elegans. It has a role as a Caenorhabditis elegans metabolite. It is a monocarboxylic acid and an omega-hydroxy fatty acid ascaroside. It derives from an 11-hydroxyundecanoic acid. It is a conjugate acid of an oscr#18(1-). C[C@H]1[C@@H](C[C@H]([C@@H](O1)OCCCCCCCCCCC(=O)O)O)O